NC1=CN=CC2=CC=CC(=C12)CNC(OC(C)(C)C)=O tert-Butyl ((4-aminoisoquinolin-5-yl)methyl)carbamate